1,2-bis(diphenylphosphino)acetylene C1(=CC=CC=C1)P(C#CP(C1=CC=CC=C1)C1=CC=CC=C1)C1=CC=CC=C1